hexafluorophosphate Sodium [Na+].F[P-](F)(F)(F)(F)F